tert-butyl (8-fluoro-4-oxo-3-(2-(trifluoromethyl)benzyl)-3,4-dihydrobenzo[d][1,2,3]triazin-5-yl)carbamate FC1=CC=C(C2=C1N=NN(C2=O)CC2=C(C=CC=C2)C(F)(F)F)NC(OC(C)(C)C)=O